(E)-2-(2-((3-(6-aminopyridin-3-yl)acrylamido)methyl)-7-(trifluoromethyl)benzofuran-5-yl)pyrimidine-5-carboxylic acid NC1=CC=C(C=N1)/C=C/C(=O)NCC=1OC2=C(C1)C=C(C=C2C(F)(F)F)C2=NC=C(C=N2)C(=O)O